BrC=1C(=C(C=C(C1OC)NCC(F)(F)F)C1=C(C(=O)N)C=C(C=C1F)C(F)(F)F)C(=O)C1=C(C=CC(=C1)F)Cl {3-bromo-2-[(2-chloro-5-fluorophenyl)carbonyl]-4-methoxy-5-[(2,2,2-trifluoroethyl)amino]phenyl}-3-fluoro-5-(trifluoromethyl)benzamide